(S)-6-hydroxy-8-chlorooctanoic acid ethyl ester C(C)OC(CCCC[C@@H](CCCl)O)=O